7-(5-Chloro-1,3-benzoxazol-2-yl)-7-azaspiro[3.5]nonan-2-amine 2,2,2-trifluoroacetic acid salt FC(C(=O)O)(F)F.ClC=1C=CC2=C(N=C(O2)N2CCC3(CC(C3)N)CC2)C1